N-((4-(8-oxa-3-azabicyclo[3.2.1]oct-3-yl)-6-(8-oxa-3-azabicyclo[3.2.1]oct-3-yl)pyridazin-3-yl)methyl)-1H-pyrazole-5-carboxamide C12CN(CC(CC1)O2)C2=C(N=NC(=C2)N2CC1CCC(C2)O1)CNC(=O)C1=CC=NN1